N-[(1S)-5-[2-(2-aminopyridin-3-yl)-5-(pyrazol-1-yl)imidazo[4,5-b]pyridin-3-yl]-2,3-dihydro-1H-inden-1-yl]-3-formyl-4-hydroxy-5-methoxybenzamide NC1=NC=CC=C1C1=NC=2C(=NC(=CC2)N2N=CC=C2)N1C=1C=C2CC[C@@H](C2=CC1)NC(C1=CC(=C(C(=C1)OC)O)C=O)=O